2-hydroxy-3-[(2S)-2-[(6-oxo-5-(trifluoromethyl)-1,6-dihydropyridazin-4-yl)amino]propoxy]propionic acid OC(C(=O)O)COC[C@H](C)NC=1C=NNC(C1C(F)(F)F)=O